NC1=NC=C(C=C1O[C@H](C)C=1C=C(C=CC1)NC(C1=CC(=C(C=C1)F)C)=O)Cl (R)-N-(3-(1-((2-amino-5-chloropyridin-3-yl)oxy)ethyl)phenyl)-4-fluoro-3-methylbenzamide